Cl.FC=1C=2N(C=C(C1)C=1N=C3N(C(N1)=O)C=C(C=C3)N3C[C@@H](NCC3)C)C=C(N2)C (S)-2-(8-fluoro-2-methylimidazo[1,2-a]pyridin-6-yl)-7-(3-methylpiperazin-1-yl)-4H-pyrido[1,2-a][1,3,5]triazin-4-one HCl